2-(2-aminopyridin-3-yl)-3-(4-(hydroxymethyl)phenyl)-3H-imidazo[4,5-b]pyridine-5-carboxamide NC1=NC=CC=C1C1=NC=2C(=NC(=CC2)C(=O)N)N1C1=CC=C(C=C1)CO